O[C@H]1CN(CCC1)C1=C(C=C(C=C1)C(F)(F)F)NS(=O)(=O)C=1C=C(C(=O)O)C=CC1OC (R)-3-(N-(2-(3-hydroxypiperidin-1-yl)-5-(trifluoromethyl)phenyl)sulfamoyl)-4-methoxybenzoic acid